2-(1-hydroxy-2-methylpropan-2-yl)pyrimidin-5-ol OCC(C)(C)C1=NC=C(C=N1)O